COC=1C=C2C=3C=C(C=CC3NC2=CC1OC)Br 6,7-dimethoxy-3-bromo-carbazole